FC1=C(C(=CC(=C1)CN1CC(C1)OC)C)C=1C=C2C(=CN1)NN=C2C=2C=NN(C2)C 5-(2-fluoro-4-((3-methoxyazetidin-1-yl)methyl)-6-methylphenyl)-3-(1-methyl-1H-pyrazol-4-yl)-1H-pyrazolo[3,4-c]pyridine